COCCNC(=O)C1=CC2=C(N(C(=N2)NC=2SC3=C(N2)C=CC(=C3)Cl)CC)C=C1 2-(6-Chloro-benzothiazol-2-ylamino)-1-ethyl-1H-benzoimidazole-5-carboxylic acid (2-methoxy-ethyl)-amide